[H-].[N-]=C=O.[N-]=C=O.C1(=CC=CC=C1)C phenylmethane diisocyanate hydride